CC=1C=C(C=CC1)C=1C(=C(C(=CC1O)CCCCC)C1=CC=NN1)O 3'-methyl-4-pentyl-3-(1H-pyrazol-5-yl)-[1,1'-biphenyl]-2,6-diol